4-(2-hydroxyethyl)-N-(3-(3-((4-methyl-4H-1,2,4-triazol-3-yl)methyl)oxetan-3-yl)phenyl)-6-(trifluoromethyl)-picolinamide OCCC1=CC(=NC(=C1)C(F)(F)F)C(=O)NC1=CC(=CC=C1)C1(COC1)CC1=NN=CN1C